N-(3-aminopropyl)diethylenetriamine NCCCNCCNCCN